1-(3-(tert-butyl)-1-(3-methoxyphenyl)-1H-pyrazol-5-yl)-3-(2-(methylthio)-4-((3-oxo-3,4-dihydropyrido[2,3-b]pyrazin-8-yl)oxy)phenyl)urea C(C)(C)(C)C1=NN(C(=C1)NC(=O)NC1=C(C=C(C=C1)OC1=CC=NC=2NC(C=NC21)=O)SC)C2=CC(=CC=C2)OC